C(C)(C)(C)C=1N=NN(C1)C1=C(C=CC(=C1)C)I 4-tert-butyl-1-(2-iodo-5-methylphenyl)-1,2,3-triazole